3-(2,6-dimethylphenyl)-1-methyl-N6-(6-(piperazin-1-yl)pyridin-3-yl)-1H-pyrazolo[3,4-d]pyrimidine-3,6-diamine CC1=C(C(=CC=C1)C)C1(NN(C2=NC(=NC=C21)NC=2C=NC(=CC2)N2CCNCC2)C)N